bis(2,2,2-trifluoroethyl)pyridine-3-carboxamide FC(CC1=C(C(=NC=C1)CC(F)(F)F)C(=O)N)(F)F